3-benzenediglycidyl ether C12=CC(=CC=C1)C1C(COCC3C2O3)O1